methylene-Adenosine Diphosphate P(O)(=O)(OP(=O)(O)O)OC([C@@H]1[C@H]([C@H]([C@@H](O1)N1C=NC=2C(N)=NC=NC12)O)O)=C